FC(C1=CC=C(OC2=CC=C3CCN(CC3=C2)CC(CC)=O)C=C1)(F)F 1-(7-(4-(trifluorometh-yl)phenoxy)-3,4-dihydro-isoquinolin-2(1H)-yl)-butan-2-one